2-((2,2-difluorocyclobutyl)methyl)-2H-1,2,3-triazole FC1(C(CC1)CN1N=CC=N1)F